CNC(=O)C1=CC=C(C(=N1)C)C=1C(CNCC1)C N,2,3'-trimethyl-1',2',3',6'-tetrahydro-[3,4'-bipyridine]-6-carboxamide